COC(CC=1C=NC=CC1C#N)=O (4-cyanopyridin-3-yl)acetic acid methyl ester